N-(5-((4-(1-Cyclopropyl-1H-indol-3-yl)pyrimidin-2-yl)amino)-4-methoxy-2-((3aR,6aS)-5-methylhexahydropyrrolo[3,4-c]pyrrol-2(1H)-yl)phenyl)acrylamide C1(CC1)N1C=C(C2=CC=CC=C12)C1=NC(=NC=C1)NC=1C(=CC(=C(C1)NC(C=C)=O)N1C[C@@H]2CN(C[C@@H]2C1)C)OC